C(C)OC(CC(=O)N(C)C1=CC=C(C=C1)Br)=O.FC1(C(C(C(C(C1(F)F)(F)F)(F)F)(C(F)(F)F)F)(F)F)C(F)(F)F perfluoro-1,3-dimethyl-cyclohexane Ethyl-3-((4-bromophenyl)(methyl)amino)-3-oxopropanoate